(S)-1-phenylethyl 4-(6-(1-methyl-1H-pyrazol-4-yl)pyrazolo[1,5-a]pyridin-3-yl)piperazine-1-carboxylate CN1N=CC(=C1)C=1C=CC=2N(C1)N=CC2N2CCN(CC2)C(=O)O[C@@H](C)C2=CC=CC=C2